2-[7-[(tert-butoxycarbonyl)amino]-2H,3H,4H-pyrido[2,3-b][1,4]oxazepin-1-yl]-4-(4-[[2-(4-chlorophenyl)-4,4-dimethylcyclohex-1-en-1-yl]methyl]piperazin-1-yl)benzoic acid C(C)(C)(C)OC(=O)NC=1C=CC2=C(OCCCN2C2=C(C(=O)O)C=CC(=C2)N2CCN(CC2)CC2=C(CC(CC2)(C)C)C2=CC=C(C=C2)Cl)N1